O1C(CCCC1)OCCO[C@H]1[C@@H](CCC1)OCCOC1OCCCC1 (1r,2r)-1,2-bis(2-((tetrahydro-2H-pyran-2-yl)oxy)ethoxy)cyclopentane